Methyl 3-bromo-2-fluoro-6-methoxybenzoate BrC=1C(=C(C(=O)OC)C(=CC1)OC)F